C(C)(C)(C)P(C1=C(C=CC=C1)C1=C(C=C(C=C1C(C)C)C(C)C)C(C)C)C(C)(C)C 2-[Di(tert-butyl)phosphino]-2',4',6'-triisopropyl-1,1'-biphenyl